C(C)(=O)NC=1C=NN(C1)C[C@](C(=O)NC1=CC(=C(C=C1)C#N)C(F)(F)F)(C)O (S)-3-(4-Acetamido-1H-pyrazol-1-yl)-N-(4-cyano-3-(trifluoromethyl)phenyl)-2-hydroxy-2-methylpropanamide